FC1=CC=C2C(=CNC2=C1)CC(=O)NC1C(CN(CC1)C)C(=O)OC Methyl 4-(2-(6-fluoro-1H-indol-3-yl) acetamido)-1-methylpiperidine-3-carboxylate